2-hydroxypropylmethacrylamide OC(CC=C(C(=O)N)C)C